FC=1C=NC(=NC1)N1CC2N(C3=C(CN(C2)C)C=C(C=C3)[N+](=O)[O-])CC1 3-(5-fluoropyrimidin-2-yl)-6-methyl-9-nitro-1,2,3,4,4a,5,6,7-octahydrobenzo[f]pyrazino[1,2-a][1,4]diazepine